ClC=1SC(=CN1)C[N+]1=C2N(C(C(=C1)C1=CN(C3=CC(=CC=C13)F)C)=O)C=CC=C2C 1-((2-chlorothiazol-5-yl)methyl)-3-(6-fluoro-1-methyl-1H-indol-3-yl)-9-methyl-4-oxo-4H-pyrido[1,2-a]pyrimidinium